(4-(2-fluorophenyl)-6-(isopropylamino)-1,3,5-triazin-2-ylamino)pyridinecarbonitrile FC1=C(C=CC=C1)C1=NC(=NC(=N1)NC(C)C)NC=1C(=NC=CC1)C#N